FC1=C(OC=2N=CC=NC2)C=C(C(=C1)F)F 5-(2,4,5-trifluorophenoxy)pyrazin